(1-(2-methylhydrazinylidene)propan-2-yl)carbamic acid tert-butyl ester C(C)(C)(C)OC(NC(C=NNC)C)=O